C(C=C)OC1=C(C=C(C=C1)S(=O)(=O)C)[N+]#N 2-allyloxy-5-(methylsulfonyl)phenyl-diazonium